4-{[6-Amino-7-(1H-indol-5-yl)-8-oxo-9-(tetrahydro-3-furanyl)-8,9-dihydro-7H-purin-2-yl]amino}-3-fluorobenzenesulfonamide NC1=C2N(C(N(C2=NC(=N1)NC1=C(C=C(C=C1)S(=O)(=O)N)F)C1COCC1)=O)C=1C=C2C=CNC2=CC1